C(C=C)(=O)OCC(CO)O 2-hydroxy-1,3-propanediol acrylate